2-PYRIDINEBORONIC ACID N1=C(C=CC=C1)B(O)O